ClC=1C(=C(CNC(=O)[C@H]2N([C@@H]3C[C@H]3C2)C(CC=2C=C(C3=C(C=CO3)C2)C2=CC=C(CNC(OC(C)(C)C)=O)C=C2)=O)C=CC1)F |&1:12| tert-butyl 4-(5-(2-((1R,3S,SR)-3-((3-chloro-2-fluorobenzyl)carbamoyl)-2-azabicyclo[3.1.0]hexan-2-yl)-2-oxoethyl)benzofuran-7-yl)benzylcarbamate